Methyl (2S,4R)-1-((S)-2-((tert-butoxycarbonyl)amino)non-8-enoyl)-4-((7-methoxy-3-(trifluoromethyl)quinoxalin-2-yl)oxy)pyrrolidine-2-carboxylate C(C)(C)(C)OC(=O)N[C@H](C(=O)N1[C@@H](C[C@H](C1)OC1=NC2=CC(=CC=C2N=C1C(F)(F)F)OC)C(=O)OC)CCCCCC=C